ClC1=CC(=NC=N1)NC(=O)[C@@H]1[C@H](C1)C1=NC=CC(=C1F)C |r| rac-(1S,2S)-N-(6-chloropyrimidin-4-yl)-2-(3-fluoro-4-methylpyridin-2-yl)cyclopropane-1-carboxamide